ethyl 2-[2-[2-[2-(2-methylsulfonyloxyethoxy)ethoxy]ethoxy]ethoxy]acetate CS(=O)(=O)OCCOCCOCCOCCOCC(=O)OCC